N-(5-Cyano-4-(2-(dimethylamino)ethoxy)pyridin-2-yl)-2-(2-cyclopropyl-4-(5-methyl-1,2,4-oxadiazol-3-yl)phenyl)pyrimidin-5-carboxamid C(#N)C=1C(=CC(=NC1)NC(=O)C=1C=NC(=NC1)C1=C(C=C(C=C1)C1=NOC(=N1)C)C1CC1)OCCN(C)C